4-(4-((1r,5s)-3,8-diazabicyclo[3.2.1]oct-3-yl)-8-fluoro-2-(((2r,7as)-2-fluorohexahydro-1H-pyrrolizin-7a-yl)methoxy)pyrido[4,3-D]pyrimidin-7-yl)-5-ethynylnaphthalen-2-ol [C@H]12CN(C[C@H](CC1)N2)C=2C1=C(N=C(N2)OC[C@]23CCCN3C[C@@H](C2)F)C(=C(N=C1)C1=CC(=CC2=CC=CC(=C12)C#C)O)F